C(#N)C1=C(C=C(C=C1)N1C(N(C(C1=O)(C)C)C1=CC(=C(C(=O)NCCCCCC=O)C=C1)F)=S)C(F)(F)F 4-(3-(4-cyano-3-(trifluoromethyl)phenyl)-5,5-dimethyl-4-oxo-2-thioxoimidazolidin-1-yl)-2-fluoro-N-(6-oxohexyl)benzamide